COC1=CC=C(C=C1)N1CN(C2=NC=NC=C12)C=1C=C2C(N=CC2=CC1)=O 7-(4-methoxyphenyl)-9-(3-oxoisoindol-5-yl)-7,9-dihydro-8H-purine